1-(2-(1,3-dioxan-2-yl)ethyl)-4-(4-benzhydryl-piperazin-1-yl)-3-nitro-1,5-naphthyridine O1C(OCCC1)CCN1CC(=C(C2=NC=CC=C12)N1CCN(CC1)C(C1=CC=CC=C1)C1=CC=CC=C1)[N+](=O)[O-]